ClCC(CN1C(C2=CC=CC=C2C1=O)=O)=O 2-(3-chloro-2-oxopropyl)isoindoline-1,3-dione